6-(5,6,7,8-tetrahydronaphthalene-1-oxy)-1,2,3,4-tetrahydronaphthalene C1(=CC=CC=2CCCCC12)OC=1C=C2CCCCC2=CC1